4,4'-dihydroxydiphenylsulfone C1=CC(=CC=C1O)S(=O)(=O)C2=CC=C(C=C2)O